FC1(CCC(CC1)NC1=NC(=NC(=C1O)OC)C=1SC=C(N1)C)F 4-((4,4-difluorocyclohexyl)amino)-6-methoxy-2-(4-methylthiazol-2-yl)pyrimidin-5-ol